FC(C(=O)N1CC2=CC(=C(C=C2CC1)[N+](=O)[O-])SC)(F)F 2,2,2-trifluoro-1-(7-(methylthio)-6-nitro-3,4-dihydroisoquinolin-2(1H)-yl)ethan-1-one